N-(3-(2'-fluoro-[1,1'-biphenyl]-4-yl)propyl)nicotinamide FC1=C(C=CC=C1)C1=CC=C(C=C1)CCCNC(C1=CN=CC=C1)=O